5-(3,4,5-Trimethoxybenzyl)-2-thioxodihydropyrimidine-4,6(1H,5H)-dione COC=1C=C(CC2C(NC(NC2=O)=S)=O)C=C(C1OC)OC